C(N)(=O)[C@H](C[C@H]1C(NCC1)=O)NC(=O)[C@H]1N([C@@H]2CC3(CC3)[C@H]1C2)C(=O)OC(C)(C)C tert-butyl (1R,4S,6S)-6-{[(1S)-1-carbamoyl-2-[(3S)-2-oxopyrrolidin-3-yl]ethyl]carbamoyl}-5-azaspiro[bicyclo[2.2.1]heptane-2,1'-cyclopropane]-5-carboxylate